(cis)-3-((tert-butoxycarbonyl)(methyl)amino)cyclobutyl 4-((cis)-3-((tert-butoxycarbonyl)(methyl)amino)cyclobutoxy)-6-(1-methyl-1H-pyrazol-4-yl)pyrazolo[1,5-a]pyrazine-2-carboxylate C(C)(C)(C)OC(=O)N([C@H]1C[C@H](C1)OC=1C=2N(C=C(N1)C=1C=NN(C1)C)N=C(C2)C(=O)O[C@@H]2C[C@@H](C2)N(C)C(=O)OC(C)(C)C)C